ClC=1N=C(C2=C(N1)N(C=C2)[C@H]2[C@@H]([C@@H]([C@H](O2)COCP(O)(=O)OCCCOCCCCCCCCCCCCCCCC)O)O)NC2CCCC2 [(2R,3S,4R,5R)-5-[2-chloro-4-(cyclopentyl-amino)pyrrolo[2,3-d]-pyrimidin-7-yl]-3,4-dihydroxy-tetrahydro-furan-2-yl]methoxy-methyl-(3-hexadecoxy-propoxy)phosphinic acid